ClC1=CC=C(CN2C=C(C(C3=CC=CC=C23)=O)C2=NN=NN2)C=C1 1-(4-chlorobenzyl)-3-(1H-tetrazol-5-yl)quinolin-4(1H)-one